C1(CCCCC1)OCCOC1=CC=C(C=C1)B(O)O (4-[2-(CYCLOHEXYLOXY)ETHOXY]PHENYL)BORANEDIOL